NC=1C=NC=C(C1)N 3,5-diamino-pyridine